(1'-amino-2-[3-bromo-phenyl]ethyl)oxirane NC(CC1=CC(=CC=C1)Br)C1OC1